OB1OCCC2=C1C=CC(=C2)\C=N\N(C2=NS(C1=C2C=CC=C1)(=O)=O)CC(C)C N-[(E)-(1-Hydroxy-3,4-dihydro-2,1-benzoxaborinin-6-yl)methylenamino]-N-isobutyl-1,1-dioxo-1,2-benzothiazol-3-amin